FC(C/1=NOC(\C1=C/C=1SC(=CC1)N(C)C)=O)F (Z)-3-(difluoromethyl)-4-((5-(dimethylamino)thiophen-2-yl)methylene)isoxazol-5(4H)-one